Cl.OC1CC2COCC(C1)N2 endo-7-hydroxy-3-oxa-9-azabicyclo[3.3.1]-nonane hydrochloride